2-(7-((2S,5R)-4-(1-(6-cyclopropylpyridin-3-yl)ethyl)-2,5-diethylpiperazin-1-yl)-4-methyl-5-oxo-4,5-dihydro-2H-pyrazolo[4,3-d]pyrimidin-2-yl)acetonitrile C1(CC1)C1=CC=C(C=N1)C(C)N1C[C@@H](N(C[C@H]1CC)C=1C=2C(N(C(N1)=O)C)=CN(N2)CC#N)CC